CC1=CC=NC=C1.OCCS(=O)(=O)O 2-hydroxyethanesulfonic acid 4-methylpyridine salt